1,2,3,6-tetrahydro-7H-pyrrolo[2,3-f]quinazoline-7,9(8H)-dione N1CCC=2C1=C1C(NC(NC1=CC2)=O)=O